N1(CCCCCC1)CC=1N=NN(C1)[C@H](C(=O)N1[C@@H](C[C@H](C1)O)C(=O)NC)C(C)(C)C (2S,4R)-1-[(2S)-2-[4-(azepan-1-ylmethyl)triazol-1-yl]-3,3-dimethyl-butanoyl]-4-hydroxy-N-methyl-pyrrolidine-2-carboxamide